bi[1,3]dioxol-5-carboxamide O1C(OC=C1C(=O)N)=C1OC=CO1